FC1=C(C2=C(CCO2)C(=C1)C(C)O)C#N 6-Fluoro-4-(1-hydroxyethyl)-2,3-dihydrobenzofuran-7-carbonitrile